(S,E)-1-(2-ethyl-4-(1-(((3-methyl-4-(4-methylpyrimidin-5-yl)benzyl)oxy)imino)ethyl)benzyl)pyrrolidine-3-carboxylic acid C(C)C1=C(CN2C[C@H](CC2)C(=O)O)C=CC(=C1)/C(/C)=N/OCC1=CC(=C(C=C1)C=1C(=NC=NC1)C)C